BrC=1C=CC(=C(C#N)C1)C=1NC(C2=C(N1)CCSC2)=O 5-bromo-2-(4-oxo-3,5,7,8-tetrahydro-4H-thiopyrano[4,3-d]pyrimidin-2-yl)benzonitrile